CN1N=CC(=C1)C1=NC2=CC=CC=C2C(=C1)[C@@H](C)NC(=O)C1=C(C=CC=C1)CCC(=O)NNC(/C=C/C(=O)OCC)=O ethyl (R,E)-4-(2-(3-(2-((1-(2-(1-methyl-1H-pyrazol-4-yl)quinolin-4-yl)ethyl) carbamoyl)phenyl) propanoyl)hydrazineyl)-4-oxobut-2-enoate